4-tetraphenylphosphate C1=CC=C(C2=CC=C3C=C4C=CC=CC4=CC3=C12)OP(=O)([O-])[O-]